C1=CC=C(C=C1)/C=C/C2=CC=CC=C2C3=CC=CC=C3/C=C/C4=CC=CC=C4 distyrylbiphenyl